CN(C(N(C)P)=NC)C (tetramethylguanidino)phosphine